methoxy-p-menthan-7-one COC1(CCC(CC1)C(C)C)C=O